1-methyl-2,3-dihydro-4(1H)-quinolinone CN1CCC(C2=CC=CC=C12)=O